CS(=O)(=O)OCC1CCC(CC1)CN1CCC(CC1)C=1C=NC(=CC1)NC1=NC=C(C(=N1)C=1C=C2C3(C(=NC2=C(C1)F)C)CCCC3)F ((1r,4r)-4-((4-(6-((5-fluoro-4-(7'-fluoro-2'-methylspiro[cyclopentane-1,3'-indol]-5'-yl)pyrimidin-2-yl)amino)pyridin-3-yl)piperidin-1-yl)methyl)cyclohexyl)methyl methanesulfonate